C(C(O)CO)OC(CCCCCCCCCCCCCCCCC)=O.C(CCC(=O)O)(=O)O succinic acid glyceryl-stearate